FC(CP(OC1CCCCC1)(OCC(F)(F)F)=O)(F)F cyclohexyl (2,2,2-trifluoroethyl) (2,2,2-trifluoroethyl)phosphonate